CC1=NC=CC(=C1C)NC1=NC=CC(=N1)C1=CC=CC(=N1)C1=NOC(=C1)[C@]1(C(N(CC1)C)=O)O (R)-3-(3-(6-(2-((2,3-Dimethylpyridin-4-yl)amino)pyrimidin-4-yl)pyridin-2-yl)isoxazol-5-yl)-3-hydroxy-1-methylpyrrolidin-2-one